3-[2-(8-chloro-4-oxo-chromen-2-yl)-5-isopropyl-phenoxy]cyclobutane-carboxylic acid ClC=1C=CC=C2C(C=C(OC12)C1=C(OC2CC(C2)C(=O)O)C=C(C=C1)C(C)C)=O